formylfuranboronic acid C(=O)C1=C(OC=C1)B(O)O